6-chloro-7-fluoro-3-(6-methoxy-2-methylpyridin-3-yl)-1-(2-methyl-4-(trifluoromethoxy)phenyl)-2,3-dihydroquinazolin-4(1H)-one ClC=1C=C2C(N(CN(C2=CC1F)C1=C(C=C(C=C1)OC(F)(F)F)C)C=1C(=NC(=CC1)OC)C)=O